(3-bromo-1-methyl-cyclobutoxy)-tert-butyl-dimethyl-silane BrC1CC(C1)(O[Si](C)(C)C(C)(C)C)C